tert-butyl (4-methoxybenzyl)(5-(1-(2-methoxyethyl)-1H-indazol-5-yl)thiazol-2-yl)carbamate COC1=CC=C(CN(C(OC(C)(C)C)=O)C=2SC(=CN2)C=2C=C3C=NN(C3=CC2)CCOC)C=C1